C(C)OC(=C)C1=C(C(=NC=C1)NC(C)=O)C N-(4-(1-ethoxyvinyl)-3-methylpyridin-2-yl)acetamide